4-(2-morpholinoethoxy)phenol O1CCN(CC1)CCOC1=CC=C(C=C1)O